(2S,3R,4R)-1-acetyl-2-cyclopropyl-4-((5-fluoropyridin-2-yl)amino)-3-methyl-N-(oxetan-3-yl)-1,2,3,4-tetrahydroquinoline-6-carboxamide C(C)(=O)N1[C@H]([C@@H]([C@H](C2=CC(=CC=C12)C(=O)NC1COC1)NC1=NC=C(C=C1)F)C)C1CC1